ClC=1C=C(CN2C(C(N(CC2=O)C2=NC=C(C=C2F)OC)=O)C2COC2)C=CC1F 4-(3-chloro-4-fluoro-benzyl)-1-(3-fluoro-5-methoxypyridin-2-yl)-3-(oxetan-3-yl)piperazine-2,5-dione